COC Dimethyl oxide